C(C)(C)C1=CC=2C(=NC(=CN2)CO)N1 (6-isopropyl-5H-pyrrolo[2,3-b]pyrazin-3-yl)methanol